BrC1=C(C(=CC2=CC=CC=C12)F)C=O 1-bromo-3-fluoro-naphthalene-2-carbaldehyde